4-[(1-methylpiperidin-4-yl)amino]Butyronitrile CN1CCC(CC1)NCCCC#N